N-[(2-aminoquinolin-7-yl)methyl]-N-[5-carbamoyl-1-(difluoromethyl)-1H-pyrazol-4-yl]pyridine-3-carboxamide NC1=NC2=CC(=CC=C2C=C1)CN(C(=O)C=1C=NC=CC1)C=1C=NN(C1C(N)=O)C(F)F